gamma-cyanopropyl-triethoxysilane C(#N)CCC[Si](OCC)(OCC)OCC